C1(CC1)CS(=O)(=N)C1=CC=CO1 5-(Cyclopropylmethylsulfonimidoyl)furan